3-(1-oxo-5-(4-(piperidin-4-ylmethyl)piperazin-1-yl)isoindolin-2-yl)piperidine-2,6-dione O=C1N(CC2=CC(=CC=C12)N1CCN(CC1)CC1CCNCC1)C1C(NC(CC1)=O)=O